N,N'-di(2-hydroxy-5-methylbenzyl)ethylenediamine OC1=C(CNCCNCC2=C(C=CC(=C2)C)O)C=C(C=C1)C